[C@H]12OC[C@H](N(C1)C1=CC=C3C(=N1)N(N=C3)C3=NC=C(C(=C3)N[C@@H](C#N)C)N=[N+]=[N-])C2 (R)-2-((2-(6-((1R,4R)-2-oxa-5-azabicyclo[2.2.1]heptan-5-yl)-1H-pyrazolo[3,4-b]pyridin-1-yl)-5-azidopyridin-4-yl)amino)propanenitrile